C1(CC1)C[S@](=O)CC1=C(NC=CC=C1)C (2R,3S)-3-(((S)-(cyclopropylmethyl)sulfinyl)methyl)-2-methylazepine